dichloro[1,3-bis(2,6-di-3-pentylphenyl)imidazol-2-yl](3-chloropyridinyl)palladium (II) Cl[Pd-2](C1=NC=CC=C1Cl)(C1N(C=CN1C1=C(C=CC=C1C(CC)CC)C(CC)CC)C1=C(C=CC=C1C(CC)CC)C(CC)CC)Cl